(E)-4-(2-(3-(3-chloro-2-fluoro-6-(1H-tetrazol-1-yl)phenyl)acryloyl)-5-(2-methoxy-N-methylacetamido)-1,2,3,4-tetrahydroisoquinoline-1-carboxamido)benzoic acid ClC=1C(=C(C(=CC1)N1N=NN=C1)/C=C/C(=O)N1C(C2=CC=CC(=C2CC1)N(C(COC)=O)C)C(=O)NC1=CC=C(C(=O)O)C=C1)F